(4-chloro-3-fluorophenoxy)-N-(3-{2-[(1H-pyrrolo[3,2-b]pyridin-6-yl)oxy]acetamido}bicyclo[1.1.1]pentan-1-yl)acetamide methyl-2-amino-5-phenyl-1,3-thiazole-4-carboxylate COC(=O)C=1N=C(SC1C1=CC=CC=C1)N.ClC1=C(C=C(OCC(=O)NC23CC(C2)(C3)NC(COC=3C=C2C(=NC3)C=CN2)=O)C=C1)F